NC1=CC=2C(=NC(=C(C2)C)N2CCC3(CC3)CC2)N1C1=C(C(=CC=C1C)OCC1=CC=C(C=C1)OC)C 2-Amino-1-(3-((4-methoxybenzyl)oxy)-2,6-dimethylphenyl)-5-methyl-6-(6-azaspiro[2.5]octan-6-yl)-1H-pyrrolo[2,3-b]pyridine